ClC=1C=NC(=CC1)N1N=NN=C1CN(CC1CC1)C1CCCCC1 3-chloro-6-(5-((cyclohexyl-(cyclopropylmethyl)amino)methyl)-1H-tetrazol-1-yl)pyridine